CN1C(N(C2=C1C(=CC=C2)CCN2CC(C2)NC)N2C(CCCC2=O)=O)=O [3-Methyl-4-[2-[3-(methylamino)azetidin-1-yl]ethyl]-2-oxo-benzimidazol-1-yl]piperidine-2,6-dione